9,10-Dimethyl-11-(propan-2-yl)-11-azatricyclo[6.2.1.02,7]undeca-2,4,6-triene hydrochloride Cl.CC1C2C3=CC=CC=C3C(C1C)N2C(C)C